COC(C1=C(C=C(C=C1F)Br)Cl)=O 4-bromo-2-chloro-6-fluoro-benzoic acid methyl ester